O=C1NC(CCC1C1=CC=CC2=C1C=CO2)=O 4-(2,6-dioxopiperidin-3-yl)benzofuran